2-[(2-chloro-4-fluorophenyl)methyl]-8-methyl-4,5-dihydro-2H-furo[2,3-g]indazole-7-carboxylic acid ClC1=C(C=CC(=C1)F)CN1N=C2C3=C(CCC2=C1)OC(=C3C)C(=O)O